tert-butyl 3-ethyl-1-(6'-(methoxycarbonyl)-[2,3'-bipyridine]-5-carbonyl)-5,6-dihydroimidazo[1,5-a]pyrazine-7(8H)-carboxylate C(C)C1=NC(=C2N1CCN(C2)C(=O)OC(C)(C)C)C(=O)C=2C=CC(=NC2)C=2C=NC(=CC2)C(=O)OC